BrC=1C=C(C=C(C1CC=1OC(N(N1)C1CCCC1)=O)Br)N1N=C(C(NC1=O)=O)C#N 2-(3,5-dibromo-4-((4-cyclopentyl-5-oxo-4,5-dihydro-1,3,4-oxadiazol-2-yl)methyl)phenyl)-3,5-dioxo-2,3,4,5-tetrahydro-1,2,4-triazine-6-carbonitrile